FC1=C(C=CC=C1C[C@@H]1N(CC2(CC2)[C@@H]1NS(=O)(=O)C)C(C(C)(F)F)=O)C1=CC(=CC=C1)F N-((6S,7S)-6-((2,3'-difluoro-[1,1'-biphenyl]-3-yl)methyl)-5-(2,2-difluoropropanoyl)-5-azaspiro[2.4]heptan-7-yl)methanesulfonamide